3-Fluoro-5-methoxy-[1,1-biphenyl]-4-carbonitrile FC=1C=C(C=C(C1C#N)OC)C1=CC=CC=C1